2-({[5-(2,3-Dichlorophenyl)-1,3-oxazol-2-yl]methyl}sulfanyl)-6-methylpyrimidin-4-amin ClC1=C(C=CC=C1Cl)C1=CN=C(O1)CSC1=NC(=CC(=N1)N)C